[OH-].C[N+](CCCO)(C)C trimethyl-(3-hydroxypropyl)ammonium hydroxide